CN(C(OCCCCC)=O)C pentyl N,N-dimethylcarbamate